2-Chloro-4-((2S,5R)-4-(5-(4-formylpiperidin-1-yl)pyrazine-2-carbonyl)-2,5-dimethylpiperazin-1-yl)benzonitrile ClC1=C(C#N)C=CC(=C1)N1[C@H](CN([C@@H](C1)C)C(=O)C1=NC=C(N=C1)N1CCC(CC1)C=O)C